2-[9H-fluoren-9-ylmethoxycarbonyl-(methyl)Amino]-3-(2-fluorophenyl)propanoic acid C1=CC=CC=2C3=CC=CC=C3C(C12)COC(=O)N(C(C(=O)O)CC1=C(C=CC=C1)F)C